O1CCC(=CC1)C1=C(C=C(C=C1)C[C@@H](C(=O)O)O)F (2S)-3-[4-(3,6-dihydro-2H-pyran-4-yl)-3-fluorophenyl]-2-hydroxypropionic acid